2-(4-fluorophenoxy)-N-isobutyl-N-(4'-(methoxymethyl)-[1,1'-biphenyl]-4-yl)-2-methylpropanamide FC1=CC=C(OC(C(=O)N(C2=CC=C(C=C2)C2=CC=C(C=C2)COC)CC(C)C)(C)C)C=C1